C(C)N1N=CC=C1C(=O)N[C@H](C(=O)NC1=NC(=C(C=C1)C=1C(=NN(C1CC)COCC[Si](C)(C)C)C)F)C1CCC(CC1)C 2-ethyl-N-[(1S)-2-[[5-[5-ethyl-3-methyl-1-(2-trimethylsilylethoxymethyl)pyrazol-4-yl]-6-fluoro-2-pyridinyl]amino]-1-(4-methylcyclohexyl)-2-oxo-ethyl]pyrazole-3-carboxamide